4-((3-(4-((1-acetylpiperidin-4-yl)amino)-1-(2,2,2-trifluoroethyl)-1H-indol-2-yl)prop-2-yn-1-yl)amino)-3-methoxybenzenesulfonamide C(C)(=O)N1CCC(CC1)NC1=C2C=C(N(C2=CC=C1)CC(F)(F)F)C#CCNC1=C(C=C(C=C1)S(=O)(=O)N)OC